FC1=C(C=C(C=C1)C1(CC1)N(C(=O)OC)C[C@H]1N(CCC1)C(=O)OC(C)(C)C)OC(F)(F)F tert-butyl (S)-2-(((1-(4-fluoro-3-(trifluoromethoxy)phenyl)cyclopropyl)(methoxycarbonyl)amino)methyl)pyrrolidine-1-carboxylate